ClC=1C=NC2=CC=C(C=C2N1)C(C=1C=C(C=CC1)NC(C(C)(C)C)=O)O N-(3-((3-chloroquinoxalin-6-yl)(hydroxy)methyl)phenyl)trimethylacetamide